CN1C(CCCC1)C[N+]1=NOC(=C1)[N-]C(NC1=CC(=CC(=C1)C(F)(F)F)NC(CC1=CC=CC=C1)=O)=O (3-((1-Methylpiperidin-2-yl)methyl)-1,2,3-oxadiazol-3-ium-5-yl)((3-(2-phenylacetamido)-5-(trifluoromethyl)phenyl)carbamoyl)amide